(R)-N-(1-(2-methoxy-6-methylphenyl)-1,4,5,7-tetrahydropyrano[3,4-c]pyrazol-4-yl)-5,6,7,8-tetrahydroimidazo[1,5-a]pyridine-1-carboxamide COC1=C(C(=CC=C1)C)N1N=CC2=C1COC[C@@H]2NC(=O)C=2N=CN1C2CCCC1